[Si](C)(C)(C(C)(C)C)OCCN1N=C2C=C(C(=CC2=C1)NC(=O)C1=NC(=CC=C1)C(F)(F)F)C(C)(C)O N-[2-(2-{[tert-Butyl(dimethyl)silyl]oxy}ethyl)-6-(2-hydroxypropan-2-yl)-2H-indazol-5-yl]-6-(trifluoromethyl)pyridin-2-carboxamid